FC1=C(C(=C(C(=C1B1OC2=C(O1)C=CC=C2)F)F)F)F 2-(Pentafluoro-phenyl)-1,3,2-benzodioxaborol